C(CC)NC(=O)NCCCCCCCC N-propyl-N'-octyl-urea